Dimethylbis(2-tert-butylcyclopentadien-1-yl)silane C[Si](C1=C(C=CC1)C(C)(C)C)(C1=C(C=CC1)C(C)(C)C)C